COC1=CC=C(C2=C1NC(=N2)NC(=O)C2=CC(=NC=C2)N2C[C@@]1(CCOC1)CC2)C2CCOCC2 N-[7-methoxy-4-(oxan-4-yl)-1H-1,3-benzodiazol-2-yl]-2-[(5S)-2-oxa-7-azaspiro[4.4]nonan-7-yl]pyridine-4-carboxamide